NCCCNCCC[Si](OCC)(OCC)OCC aminopropylaminopropyltriethoxysilane